2-(2-((4-((5-bromo-4-(3,4-dihydroquinolin-1(2H)-yl)pyrimidin-2-yl)amino)piperidin-1-yl)sulfonyl)ethyl)isoindoline-1,3-dione BrC=1C(=NC(=NC1)NC1CCN(CC1)S(=O)(=O)CCN1C(C2=CC=CC=C2C1=O)=O)N1CCCC2=CC=CC=C12